FC(CN1CCN(CC1)N1C(C2=CC=CC=C2C=C1)=O)(F)F 2-(4-(2,2,2-trifluoroethyl)piperazin-1-yl)isoquinolin-1(2H)-one